OC1=CC(=C2C(=C(C(OC2=C1C=O)=O)C)CN1CCOCC1)OC 7-hydroxy-5-methoxy-3-methyl-4-(morpholinomethyl)-2-oxo-2H-chromene-8-carbaldehyde